di(methyl)ethyl-(n-butoxy)silane C[Si](OCCCC)(CC)C